BrC=1C=C(C(=NC1)N1CCC(CC1)N1CCOCC1)NS(=O)(=O)C N-(5-Bromo-2-(4-morpholinopiperidin-1-yl)pyridin-3-yl)methanesulfonamide